2-{[4-(1,4-diazepan-1-yl)phenyl]amino}-8-phenyl-5-[2-(triisopropylsilyl)ethynyl]pyrido[2,3-d]pyrimidin-7-one N1(CCNCCC1)C1=CC=C(C=C1)NC=1N=CC2=C(N1)N(C(C=C2C#C[Si](C(C)C)(C(C)C)C(C)C)=O)C2=CC=CC=C2